C12(CC3CC(CC(C1)C3)C2)NC(C2=CC(=CC=C2)O)=O N-((3S,5S,7S)-adamantan-1-yl)-3-hydroxybenzoamide